FC(OC=1C=C(C=NC1)C1=NN(C(=N1)C1[C@H]2CC(C[C@@H]12)=O)C(C)C)F (1R,5S,6r)-6-(3-(5-(difluoromethoxy)pyridin-3-yl)-1-isopropyl-1H-1,2,4-triazol-5-yl)bicyclo[3.1.0]hexan-3-one